C(N)(=O)C=1N=NN(C1)C1CCC(CC1)NC1=CC(=NC=C1C(=O)NC[C@H](C(C)(C)O)F)C1=CC=C2N1N=CC(=C2)C#N 4-(((1r,4R)-4-(4-carbamoyl-1H-1,2,3-triazol-1-yl)cyclohexyl)amino)-6-(3-cyanopyrrolo[1,2-b]pyridazin-7-yl)-N-((R)-2-fluoro-3-hydroxy-3-methylbutyl)nicotinamide